(1s,4s)-5-(4-bromophenyl)-2-oxa-5-azabicyclo[2.2.1]heptane BrC1=CC=C(C=C1)N1[C@@H]2CO[C@H](C1)C2